COC1=C(N=NC(=C1)NCC1=CC=C(C=C1)OC)CC(C)O (4-methoxy-6-((4-methoxybenzyl)amino)pyridazin-3-yl)propan-2-ol